C(CCCCCCCCCCCCCC=CCC=CCC=CCC=CCC=CCC)(=O)O 15,18,21,24,27-triacontpentaenoic acid